OC1=C(CN2CCN(CCN(CC2)C[C@H](C)O)C[C@H](C)O)C=C(C=C1)OC (2S,2'S)-1,1'-(7-(2-hydroxy-5-methoxybenzyl)-1,4,7-triazonane-1,4-diyl)bis(propan-2-ol)